tert-butyl (2R,4S)-2-((3-(((S)-1-fluoropropan-2-yl)oxy)-2-(methoxycarbonyl)-5-methylphenoxy)methyl)-4-((2-oxo-1,2,3,4-tetrahydroquinolin-7-yl)oxy)pyrrolidine-1-carboxylate FC[C@H](C)OC=1C(=C(OC[C@@H]2N(C[C@H](C2)OC2=CC=C3CCC(NC3=C2)=O)C(=O)OC(C)(C)C)C=C(C1)C)C(=O)OC